FC(C(=O)O)(F)F.CN(C(C[C@H](N)C(=O)O)=O)C N4,N4-dimethyl-L-asparagine trifluoroacetate